CN1C[C@@H]([C@H](CC1)NC(=O)C1=CC(=CC=2N(C=NC21)CC(F)(F)F)C#CCNC2=C(C=C(C=C2)S(=O)(=O)C)OCC(F)(F)F)C N-[(3S,4S)-1-methyl-3-methyl-4-piperidyl]-6-{3-[4-mesyl-2-(2,2,2-trifluoroethoxy)phenylamino]-1-propynyl}-1-(2,2,2-trifluoroethyl)-1H-1,3-benzimidazole-4-carboxamide